[O].[W].[Cs] cesium tungsten oxygen